[Si](C)(C)(C(C)(C)C)N=S(=O)(N)C1=CC=2CN(CCC2S1)C N'-(tert-butyldimethylsilyl)-5-methyl-4,5,6,7-tetrahydrothieno[3,2-c]pyridine-2-sulfonimidamide